The molecule is a monocarboxylic acid amide obtained by formal condensation of the carboxy group of 5-(dimethylamino)pentanoic acid with the aromatic amino group of N-[(4-aminophenyl)carbamothioyl]-4-tert-butylbenzamide. It has a role as an antineoplastic agent, a Sir2 inhibitor and a p53 activator. It is a monocarboxylic acid amide, a member of thioureas and a tertiary amino compound. CC(C)(C)C1=CC=C(C=C1)C(=O)NC(=S)NC2=CC=C(C=C2)NC(=O)CCCCN(C)C